N[C@@H]1CCCC12CCN(CC2)C2=NC=C(C=1N2C=CN1)SC1=NN=C(S1)N (R)-5-((5-(1-amino-8-azaspiro[4.5]decan-8-yl)imidazo[1,2-c]pyrimidin-8-yl)thio)-1,3,4-thiadiazol-2-amine